sodium phenethylmaleamate C(CC1=CC=CC=C1)OC(\C=C/C(=O)N)=O.[Na]